C(C=C)(=O)N1C[C@H](CC1)N1N=C(C(=C1NC1CCOCC1)C(=O)N)C#CC1=CC(=CC(=C1)OC)OC (S)-1-(1-acryloylpyrrolidin-3-yl)-3-((3,5-dimethoxyphenyl)ethynyl)-5-((tetrahydro-2H-pyran-4-yl)amino)-1H-pyrazole-4-carboxamide